FC=1C(=C(C=CC1F)[C@@H]1CO[C@@]([C@@H]1C)(C(F)(F)F)C)C=C (2S,3R,4R,5S)-3-(3,4-difluoro-2-vinyl-phenyl)-4,5-dimethyl-5-(trifluoromethyl)tetrahydrofuran